C1(CC1)C(=O)C1=NN(C2=CC=C(C=C12)Br)C (5-bromo-1-methyl-1H-indazole-3-yl) (cyclopropyl) ketone